FCCOC1=CC=C(C=C1)N1[C@H]([C@H](CC1)NS(=O)(=O)C)CO[C@@H]1CC[C@@H](CC1)C1=CC=CC=C1 N-((2R,3S)-1-(4-(2-fluoroethoxy)phenyl)-2-((((CIS)-4-phenylcyclohexyl)oxy)methyl)pyrrolidin-3-yl)methanesulfonamide